4-(3-cyclopropyl-1H-pyrazol-1-yl)benzaldehyde C1(CC1)C1=NN(C=C1)C1=CC=C(C=O)C=C1